N=1C=NN2C1C=C(C=C2)OC2=C(C=C(C=C2)NC2=NC=NN1C2=C(C=C1)C1(CCNCC1)F)C N-(4-([1,2,4]triazolo[1,5-a]pyridin-7-yloxy)-3-methylphenyl)-5-(4-fluoropiperidin-4-yl)pyrrolo[2,1-f][1,2,4]triazin-4-amine